4-(4-Amino-6-bromo-7-methyl-7H-pyrrolo[2,3-d]pyrimidin-5-yl)piperidine-1-carboxylic acid tert-butyl ester C(C)(C)(C)OC(=O)N1CCC(CC1)C1=C(N(C=2N=CN=C(C21)N)C)Br